C(C)(C)(C)C1N2C(C3=CC4=C(C=C3C1)OCC(CO4)COC)=CC(C(=C2)C(=O)O)=O 6-(tert-butyl)-11-(methoxymethyl)-2-oxo-6,7,11,12-tetrahydro-2H,10H-[1,4]dioxepino[2,3-g]pyrido[2,1-a]isoquinoline-3-carboxylic acid